4,5-dichloro-2-methylimidazole ClC=1N=C(NC1Cl)C